1-methyl-N-[(1s,4s)-4-{[2-(trifluoromethyl)imidazo[1,2-a]pyridin-5-yl]amino}cyclohexyl]-1H-1,3-benzodiazole-6-carboxamide CN1C=NC2=C1C=C(C=C2)C(=O)NC2CCC(CC2)NC2=CC=CC=1N2C=C(N1)C(F)(F)F